2-(1H-indol-2-yl)-N-[4-(2-methyl-1H-indol-3-yl)thiazol-2-yl]acetamide N1C(=CC2=CC=CC=C12)CC(=O)NC=1SC=C(N1)C1=C(NC2=CC=CC=C12)C